O.C(C)(=O)[O-].[Fe+3].C(C)(=O)[O-].C(C)(=O)[O-] ferric acetate, hydrate